(tert-butyldiphenylsilyl)-L-serine methyl ester COC([C@@H](N[Si](C1=CC=CC=C1)(C1=CC=CC=C1)C(C)(C)C)CO)=O